FC(C1=CC=C(C=C1)N1N=NC(=C1COC=1N=NC(=CC1)N1N=CN=C1)C)F 3-({1-[4-(Difluoromethyl)phenyl]-4-methyl-1H-1,2,3-triazol-5-yl}methoxy)-6-(1H-1,2,4-triazol-1-yl)pyridazine